7-hydroxy-2-(1-methyl-2-oxabicyclo[2.2.1]hept-4-yl)imidazo[1,2-a]pyridine-6-carboxylic acid methyl ester COC(=O)C=1C(=CC=2N(C1)C=C(N2)C21COC(CC2)(C1)C)O